ClC1=CC=C(C=C1)N1CC2(C1)CN(CC2)C2=CC(N(C1=CC=CC=C21)C)=O 4-[2-(4-chlorophenyl)-2,6-diazaspiro[3.4]octan-6-yl]-1-methyl-2-oxo-1,2-dihydroquinoline